NC1CCC(CC1)CNC([O-])=O [(4-aminocyclohexyl)methyl]carbamate